dodecene-4,8,11-trienal C(C=CC=CCCC=CCC=C)=O